(S)-2-((S)-4,4-difluoro-3-(6-oxo-1,6-dihydropyridin-3-yl)piperidin-1-yl)-N-(5-(2,4,6-trifluorophenoxy)pyridin-2-yl)propanamide FC1([C@H](CN(CC1)[C@H](C(=O)NC1=NC=C(C=C1)OC1=C(C=C(C=C1F)F)F)C)C1=CNC(C=C1)=O)F